6-amino-7-(3-benzyloxy-2,6-dimethyl-phenyl)-3-cyclopropyl-imidazo[4,5-b]pyridine-5-carboxamide NC=1C(=C2C(=NC1C(=O)N)N(C=N2)C2CC2)C2=C(C(=CC=C2C)OCC2=CC=CC=C2)C